CS(=O)(=O)OC(CCN(CC(OS(=O)(=O)C)([2H])[2H])C(=O)OC(C)(C)C)([2H])[2H] 3-((tert-Butoxycarbonyl) (2,2-dideutero-2-((methylsulfonyl) oxy) ethyl) amino)-1,1-dideuteropropyl methanesulfonate